(S,E)-7-Amino-3-(1-(4-(dimethylamino)but-2-enoyl)pyrrolidin-3-yl)-1-(4-phenoxyphenyl)-1,5-dihydro-4H-pyrrolo[2,3-d]pyridazin-4-on NC1=NNC(C2=C1N(C=C2[C@H]2CN(CC2)C(\C=C\CN(C)C)=O)C2=CC=C(C=C2)OC2=CC=CC=C2)=O